ethyl (3S)-3-(5-chloro-3-cyclopropyl-2-fluorophenyl)-3-{[(S)-2-methylpropane-2-sulfinyl]amino}propanoate ClC=1C=C(C(=C(C1)[C@H](CC(=O)OCC)N[S@@](=O)C(C)(C)C)F)C1CC1